1-Boc-L-tryptophan C(=O)(OC(C)(C)C)N1C=C(C[C@H](N)C(=O)O)C2=CC=CC=C12